5-[[2-fluoro-6-[3-fluoro-2-(trideuteriomethoxy)-4-(trifluoromethoxy)phenoxy]-3-(trifluoromethyl)benzoyl]amino]-N-methylpyridine-2-carboxamide FC1=C(C(=O)NC=2C=CC(=NC2)C(=O)NC)C(=CC=C1C(F)(F)F)OC1=C(C(=C(C=C1)OC(F)(F)F)F)OC([2H])([2H])[2H]